OC=1C=C(C=CC1O)CCNC(C(=C)C)=O N-(3,4-dihydroxyphenyl)ethyl-methacrylamide